2-chloro-5-[[5-(3,5-dichloro-4-fluoro-phenyl)-5-(trifluoromethyl)-4H-isoxazol-3-yl]amino]-N-(thietan-3-yl)benzamide ClC1=C(C(=O)NC2CSC2)C=C(C=C1)NC1=NOC(C1)(C(F)(F)F)C1=CC(=C(C(=C1)Cl)F)Cl